Cl.Cl.FC(C=1C=CC(=NC1)[C@H](C)N)(F)F (S)-1-(5-(trifluoromethyl)pyridin-2-yl)ethan-1-amine dihydrochloride